tert-butyl 1-(2-(4-(tert-butoxycarbonyl)piperazin-1-yl)ethyl)-6-chloro-3-(3-((3-methoxynaphthalen-1-yl)oxy)propyl)-7-(1,3,5-trimethyl-1H-pyrazol-4-yl)-1H-indole-2-carboxylate C(C)(C)(C)OC(=O)N1CCN(CC1)CCN1C(=C(C2=CC=C(C(=C12)C=1C(=NN(C1C)C)C)Cl)CCCOC1=CC(=CC2=CC=CC=C12)OC)C(=O)OC(C)(C)C